C[C@@H](C(=O)[O-])[NH2+]CCC[C@@H](C(=O)[O-])[NH3+] The molecule is dizwitterionic form of N(5)-(L-1-carboxyethyl)-L-ornithine having anionic carboxy groups and cationic amino groups; major species at pH 7.3. It is a tautomer of a N(5)-(L-1-carboxyethyl)-L-ornithine.